C(C)(=O)C1C(N(CC1)CC1=CC=C(C=C1)OC)=O 3-acetyl-1-(4-methoxybenzyl)pyrrolidin-2-one